6-(1H-1,2,3-triazol-4-yl)pyridine-3-boronic acid pinacol ester N1N=NC(=C1)C1=CC=C(C=N1)B1OC(C)(C)C(C)(C)O1